COC1CC(C1)NC1=NC(=NN2C1=C(C(=C2)C2=CC=NC=C2)C)C=2N(C=CN2)C N-((1r,3r)-3-Methoxycyclobutyl)-5-methyl-2-(1-methyl-1H-imidazol-2-yl)-6-(pyridin-4-yl)pyrrolo[2,1-f][1,2,4]triazin-4-amine